tert-butyl-(5-chloropentoxy)-diphenyl-silane C(C)(C)(C)[Si](C1=CC=CC=C1)(C1=CC=CC=C1)OCCCCCCl